C(C)(C)(C)C1=CN2CC=CC=C2C=C1 7-t-butylquinolizin